C(C)(C)(C)OC(CNC(=O)O[C@H]1C[C@H](N(C1)C1=CC2=C(C(=CC=C2C(=C1)N1C=NC=C1)Cl)Cl)C(=O)OC)=O methyl (2S,4S)-4-(((2-(tert-butoxy)-2-oxoethyl)carbamoyl)oxy)-1-(7,8-dichloro-4-(1H-imidazol-1-yl)naphthalen-2-yl)pyrrolidine-2-carboxylate